tert-butyl-[[5-(2-chloropyrimidin-4-yl)-4-(trifluoromethyl)thiazol-2-yl]methoxy]-dimethyl-silane C(C)(C)(C)[Si](C)(C)OCC=1SC(=C(N1)C(F)(F)F)C1=NC(=NC=C1)Cl